ClC=1C=CC(=C(C1)C1=CC(=NC=C1C(=O)NC=1SC=2C(=NC=C(N2)N2CC3C(C3C2)(C)C)N1)C)OC 4-(5-chloro-2-methoxy-phenyl)-N-[6-(6,6-dimethyl-3-azabicyclo[3.1.0]hexane-3-yl)thiazolo[4,5-b]pyrazin-2-yl]-6-methylnicotinamide